NC1=NC=C(C=N1)C1=CNC=2N=C(N=C(C21)OCCOC)NC2=CC=C(C=C2)CN2CCN(CC2)C 5-(2-aminopyrimidin-5-yl)-4-(2-methoxyethoxy)-N-(4-((4-methylpiperazin-1-yl)methyl)phenyl)-7H-pyrrolo[2,3-d]pyrimidin-2-amine